BrC1=C2C=CN(C(C2=CN=C1)=O)CC=1N=C2N(C=C(C=C2)CN2CCC(CC2)C(F)(F)F)C1 5-bromo-2-[(6-{[4-(trifluoromethyl)piperidin-1-yl]methyl}imidazo[1,2-a]pyridin-2-yl)methyl]-1,2-dihydro-2,7-naphthyridin-1-one